(R)-5-(5-((1-(3-(1,1-difluoro-2-hydroxyethyl)phenyl)ethyl)amino)-8-methoxypyrazolo[1,5-a]quinazolin-7-yl)-1-methylpyridin-2(1H)-one FC(CO)(F)C=1C=C(C=CC1)[C@@H](C)NC1=NC=2N(C3=CC(=C(C=C13)C=1C=CC(N(C1)C)=O)OC)N=CC2